N-(3-methanesulfonamidophenyl)-5-methyl-4-(pyridin-2-yl)thiophene-2-carboxamide CS(=O)(=O)NC=1C=C(C=CC1)NC(=O)C=1SC(=C(C1)C1=NC=CC=C1)C